[N+](=O)([O-])C=1C(=CC(=C(C1)\C=N\O[Si](C)(C)C(C)(C)C)Cl)F N-[(E)-(5-Nitro-2-chloro-4-fluorophenyl)methylen]-O-[tert-butyl(dimethyl)silyl]-hydroxylamin